tert-butyl methacrylate (tert-butyl methacrylate) C(C)(C)(C)C=C(C(=O)O)C.C(C(=C)C)(=O)OC(C)(C)C